ClC=1C=CC(=C(C1)N1CC(N(CC1=O)C(C(=O)O)CC1=NN(C=C1)C(F)F)=O)N1N=NC(=C1)Cl 2-(4-(5-chloro-2-(4-chloro-1H-1,2,3-triazol-1-yl)phenyl)-2,5-dioxopiperazin-1-yl)-3-(1-(difluoromethyl)-1H-pyrazol-3-yl)propanoic acid